((5aS,6R,11bR)-14-(cyclopropylmethyl)-5a-hydroxy-10-methoxy-1,2,5,5a,6,7-hexahydro-6,11b-(epiminoethano)naphtho[1,2-d]azepin-3(4H)-yl)(pyridin-3-yl)methanone C1(CC1)CN1CC[C@]23CCN(CC[C@]2([C@H]1CC1=CC=C(C=C13)OC)O)C(=O)C=1C=NC=CC1